[18F]CC(=O)[C@@H](O)[C@H](O)[C@H](O)CO 1-deoxy-1-[18F]fluoro-d-fructose